CN1N=CC(=C1C1=NC=C(C(=C1)OC1CN(C1)C(=O)N1N=CCC1C1=C(C(=CC(=C1)F)F)F)F)C (3-((2-(1,4-dimethyl-1H-pyrazol-5-yl)-5-fluoropyridin-4-yl)oxy)azetidin-1-yl)(5-(2,3,5-trifluorophenyl)-4,5-dihydro-1H-pyrazol-1-yl)methanone